C(C)OC(=O)C=1N=C(SC1N(C)C1=NC(=NC=C1[N+](=O)[O-])Cl)C(C)C 5-((2-chloro-5-nitropyrimidin-4-yl)(methyl)amino)-2-isopropylthiazole-4-carboxylic acid ethyl ester